benzyl 3-(difluoromethyl)-3-hydroxypiperidine-1-carboxylate FC(C1(CN(CCC1)C(=O)OCC1=CC=CC=C1)O)F